methyl 1-(cyclopropylmethyl)-2-methyl-1H-indole-6-carboxylate C1(CC1)CN1C(=CC2=CC=C(C=C12)C(=O)OC)C